C(C)(C)(C)C1=CC(=NO1)NC(N(C)C)=O 3-(5-tert-butylisoxazol-3-yl)-1,1-dimethylurea